allyl (S)-(5-((3-(bromomethyl)benzyl)oxy)-2-(6-(((tert-butyldimethylsilyl)oxy)methyl)-5-azaspiro[2.4]heptane-5-carbonyl)-4-methoxyphenyl)carbamate BrCC=1C=C(COC=2C(=CC(=C(C2)NC(OCC=C)=O)C(=O)N2CC3(CC3)C[C@H]2CO[Si](C)(C)C(C)(C)C)OC)C=CC1